(2S,4R)-4-fluoro-N-(6-(oxazol-2-yl)pyridin-2-yl)pyrrolidine-2-carboxamide hydrochloride Cl.F[C@@H]1C[C@H](NC1)C(=O)NC1=NC(=CC=C1)C=1OC=CN1